FC(C)(F)C1=NC(=CC(=N1)NC1=CC(=NC=C1OC[C@@H]1OCC1)NC(C)=O)C (R)-N-(4-((2-(1,1-difluoroethyl)-6-methylpyrimidin-4-yl)amino)-5-(oxetan-2-ylmethoxy)pyridin-2-yl)acetamide